N-(5-cyclopropyl-1H-pyrazol-3-yl)-2-(6-(6-((6-(methylamino)pyridin-3-yl)methyl)-3,6-diazabicyclo[3.1.1]heptan-3-yl)pyridin-3-yl)quinazolin-4-amine C1(CC1)C1=CC(=NN1)NC1=NC(=NC2=CC=CC=C12)C=1C=NC(=CC1)N1CC2N(C(C1)C2)CC=2C=NC(=CC2)NC